FC=1C=C(C=C(C1)F)[C@H]1N(OCC1)C(=O)C1(CC(C1)NC1=C(C(=NC=N1)C(=O)OCC)F)C ethyl cis-6-((3-((S)-3-(3,5-difluorophenyl)isoxazolidine-2-carbonyl)-3-methylcyclobutyl)amino)-5-fluoropyrimidine-4-carboxylate